FC=1C(=C(C#N)C=CC1)N1CCC(CC1)N1C(N(C=2C(C1)=CN(N2)C)[C@H](C)C2=C(C=CC=C2)C(F)(F)F)=O |o1:25| 3-Fluoro-2-(4-{2-methyl-6-oxo-7-[(R)- or (S)-1-(2-trifluoromethylphenyl)-ethyl]-2,4,6,7-tetrahydro-pyrazolo[3,4-d]pyrimidin-5-yl}-piperidin-1-yl)-benzonitrile